[N+](=O)([O-])C1=CC=C(C=C1)C(CSC1=C(N=C2N1C=CC=C2)C2=CC=CC=C2)N 1-(4-nitrophenyl)-2-((2-phenylimidazo[1,2-a]pyridin-3-yl)thio)ethane-1-amine